4-chloro-5-methyl-2-(3-methylsulfonylphenyl)phenol ClC1=CC(=C(C=C1C)O)C1=CC(=CC=C1)S(=O)(=O)C